CC=1C=NC=CC1NC=1C2=C(N=CN1)C=NC=C2 N-(3-methyl-pyridin-4-yl)pyrido[3,4-d]pyrimidin-4-amine